2-(3-bromo-1H-pyrazol-1-yl)-6-(methoxymethyl)pyridine BrC1=NN(C=C1)C1=NC(=CC=C1)COC